ethyl 6-bromo-2-oxo-3-trityl-2,3-dihydro-1H-imidazo[4,5-b]pyridine-1-carboxylate BrC=1C=C2C(=NC1)N(C(N2C(=O)OCC)=O)C(C2=CC=CC=C2)(C2=CC=CC=C2)C2=CC=CC=C2